C(C)(=O)NCC1CCN(CC1)CC1=CC(=NC(=C1)C1=CC(=CC(=C1)Cl)Cl)OC1=CC=C(N=N1)N1CCN(CC1)CC(C(=O)O)C 3-(4-(6-((4-((4-(acetamidomethyl)piperidin-1-yl)methyl)-6-(3,5-dichlorophenyl)pyridin-2-yl)oxy)pyridazin-3-yl)piperazin-1-yl)-2-methylpropanoic acid